OCC1[C@H](CN(C[C@H]1C)C1=CC=CC(=N1)C1=NC2=CC(=NC=C2C=C1)CNC(C1=CC(=C(C=C1)C)S(=O)(=O)C)=O)C N-((2-(6-((3R,4s,5S)-4-(hydroxymethyl)-3,5-dimethylpiperidin-1-yl)pyridin-2-yl)-1,6-naphthyridin-7-yl)methyl)-4-methyl-3-(methylsulfonyl)benzamide